FCCC=1C=CC=2N(C1)N=CC2 6-(2-fluoroethyl)pyrazolo[1,5-a]pyridine